5-(N-(2-((2-chloro-N-(furan-2-ylmethyl)benzoylamino)methyl)-5-(dimethylamino)phenyl)-N-ethylsulfamoyl)-3-methylbenzofuran-2-carboxylic acid ClC1=C(C(=O)N(CC=2OC=CC2)CC2=C(C=C(C=C2)N(C)C)N(S(=O)(=O)C=2C=CC3=C(C(=C(O3)C(=O)O)C)C2)CC)C=CC=C1